CCCCCC(C)=NO Heptan-6-al oxime